C(N)(=O)C(CN1C(C=2C=CC3=C(C2C1)C=C(C=C3)C=3C=C(C(=O)NC1CCOCC1)C=C(C3)OC(F)(F)F)=O)=C 3-[2-(2-carbamoylallyl)-3-oxo-1H-benzo[e]isoindol-8-yl]-N-tetrahydropyran-4-yl-5-(trifluoromethoxy)benzamide